(3-{6-amino-5-[1-(2,6-dichloro-3-fluoro-phenyl)-ethoxy]-pyridin-3-yl}-phenyl)-(4-pyrrolidin-1-yl-piperidin-1-yl)-methanone NC1=C(C=C(C=N1)C=1C=C(C=CC1)C(=O)N1CCC(CC1)N1CCCC1)OC(C)C1=C(C(=CC=C1Cl)F)Cl